4-(N-(1-(ethoxycarbonyl)-4-(hydroxymethyl)-4-methylpyrrolidin-3-yl)sulfamoyl)-3-fluoro-1-methyl-1H-pyrrole-2-carboxylic acid ethyl ester C(C)OC(=O)C=1N(C=C(C1F)S(NC1CN(CC1(C)CO)C(=O)OCC)(=O)=O)C